6-(difluoromethyl)-2-(methylsulfanyl)-8H-pyrano[3,4-d]pyrimidin-8-one FC(C1=CC2=C(N=C(N=C2)SC)C(O1)=O)F